(R)-1-cyclobutyl-N-(3-fluoro-4-((3-((1-meth-oxypropan-2-yl)amino)-1H-pyrazolo[3,4-b]-pyridin-4-yl)oxy)-phenyl)-3-(4-fluoro-phenyl)-2,4-dioxo-1,2,3,4-tetrahydro-pyrimidine-5-carboxamide C1(CCC1)N1C(N(C(C(=C1)C(=O)NC1=CC(=C(C=C1)OC1=C2C(=NC=C1)NN=C2N[C@@H](COC)C)F)=O)C2=CC=C(C=C2)F)=O